COC(C(CC(=O)OC)=O)OC methyl 4,4-dimethoxy-3-oxobutanoate